C(C)[C@H](C(/C=C/[C@H]1[C@@H](C[C@H]2[C@@H]1CCC1=C(O2)C(=C(C=C1)C(=O)O)C)O)O)CCCC (1R,2R,3aS,10aR)-1-[(1E,3ξ,4S)-4-ethyl-3-hydroxy-1-octen-1-yl]-2-hydroxy-5-methyl-2,3,3a,9,10,10a-hexahydro-1H-benzo[b]cyclopenta[f]oxepin-6-carboxylic acid